ClC1=CC=C(C=C1)[C@H](CC1=NOC(=N1)CN1C(N(C(=CC1=O)OC)C)=O)O 3-({3-[(2S)-2-(4-chlorophenyl)-2-hydroxyethyl]-1,2,4-oxadiazol-5-yl}methyl)-6-methoxy-1-methyl-1,2,3,4-tetrahydropyrimidine-2,4-dione